4-methoxy-2-{[(4-methylbenzene-1-sulfonyl)oxy]methyl}butyl 4-methylbenzene-1-sulfonate CC1=CC=C(C=C1)S(=O)(=O)OCC(CCOC)COS(=O)(=O)C1=CC=C(C=C1)C